FC1=C(CNC(=O)C2=CN=C(S2)N2CCC(CC2)N2C[C@@H](CCC2)C)C=C(C=C1)F N-(2,5-difluorobenzyl)-2-[(3R)-3-methyl-[1,4'-bipiperidine]-1'-yl]-1,3-thiazole-5-carboxamide